N[C@@]1(CN(CC1)C1=C(C=NC=C1C1=NC2=C(N1)C=CC=C2F)C(=O)N[C@H](C(F)(F)F)C)C 4-[(3S)-3-amino-3-methylpyrrolidin-1-yl]-5-(4-fluoro-1H-1,3-benzodiazol-2-yl)-N-[(2S)-1,1,1-trifluoropropan-2-yl]pyridine-3-carboxamide